N1(N=CC=C1)C1=CC=CC(=N1)N 6-(pyrazol-1-yl)pyridine-2-amine